5-bromo-6-cyclopentyl-2-(1-propyl-1H-imidazol-5-yl)-4(3H)-pyrimidinone BrC=1C(NC(=NC1C1CCCC1)C1=CN=CN1CCC)=O